C12C(C3CC(CC(C1)C3)C2)OC=2C(=C(C(=O)O)C=CC2C(NS(=O)(=O)N2CCCC2)=O)F 3-((adamantan-2-yl)oxy)-2-fluoro-4-((pyrrolidin-1-ylsulfonyl)carbamoyl)benzoic acid